CN1C(=O)C(=O)C2=CC=CC=C12 N-Methyl-Isatin